1-methyl-3-(2-phenoxyethyl)-3,4-dihydroquinazolin CN1CN(CC2=CC=CC=C12)CCOC1=CC=CC=C1